3-Butenoic acid C(CC=C)(=O)O